3-(7-bromo-1H-indol-3-yl)acrylic acid BrC=1C=CC=C2C(=CNC12)C=CC(=O)O